S(=O)(=O)(O)C1=CC=C(C)C=C1.ClC=1C(=NC(=NC1)NC1=C(C=C2CCNCC2=C1)OC)N1CCC2=CC=CC=C12 N-(5-chloro-4-(indolin-1-yl)pyrimidin-2-yl)-6-methoxy-1,2,3,4-tetrahydroisoquinolin-7-amine tosylate